CC1NS(CC1)(=O)=O 3-methyl-1,2-thiazolidine 1,1-dioxide